(2RS,4R)-2-(3-ethoxy-3-oxo-propionyl)-4-fluoro-pyrrolidine-1-carboxylic acid tert-butyl ester C(C)(C)(C)OC(=O)N1[C@H](C[C@H](C1)F)C(CC(=O)OCC)=O |&1:8|